O[C@@H](C(=O)NCCC(CC1=CC=CC=C1)=O)C(CO)(C)C (R)-2,4-dihydroxy-3,3-dimethyl-N-(3-oxo-4-phenylbutyl)butanamide